(7,8-dichloro-4-(1H-pyrazol-4-yl)quinolin-2-yl)cyclohex-3-ene-1-carboxylic acid ClC1=CC=C2C(=CC(=NC2=C1Cl)C1(CC=CCC1)C(=O)O)C=1C=NNC1